5-(4-(trifluoromethyl)phenyl)quinoxaline-2-carboxylic acid FC(C1=CC=C(C=C1)C1=C2N=CC(=NC2=CC=C1)C(=O)O)(F)F